C(CC(C)C)OCCC(C)C Di-Isopentylether